3-(2-{[(2R,7aS)-2-fluoro-hexahydro-1H-pyrrolizin-7a-yl]methoxy}-4-(4-ethylpiperidin-4-yl)-8-fluoropyrido[4,3-d]pyrimidin-7-yl)-5-chloro-4-cyclopropylphenol F[C@@H]1C[C@@]2(CCCN2C1)COC=1N=C(C2=C(N1)C(=C(N=C2)C=2C=C(C=C(C2C2CC2)Cl)O)F)C2(CCNCC2)CC